N-(3-chlorobenzyl)-6-(3,5-dimethylisoxazol-4-yl)quinolin-4-amine ClC=1C=C(CNC2=CC=NC3=CC=C(C=C23)C=2C(=NOC2C)C)C=CC1